NC1=NC(=CC(=N1)C=1C=C(C#N)C=CC1)C=1N=NN(C1)CC1=CC(=CC=C1)COC m-[2-amino-6-(1-{[m-(methoxymethyl)phenyl]methyl}-1H-1,2,3-triazol-4-yl)-4-pyrimidinyl]benzonitrile